1-(3-nitropyridine-2-yl)piperazine [N+](=O)([O-])C=1C(=NC=CC1)N1CCNCC1